7-bromo-8-methylpyrido[3,2-d]pyrimidine-2,4-diol BrC1=C(C=2N=C(N=C(C2N=C1)O)O)C